CC1=CC(=NC(=N1)SC1CCNCC1)N 6-METHYL-2-(PIPERIDIN-4-YLTHIO)PYRIMIDIN-4-AMINE